3-(1,4-dioxaspiro[4.5]decan-8-yl)propanoate O1CCOC12CCC(CC2)CCC(=O)[O-]